1,5-dimethylphenyl-triazine CC1(CC=CC(=C1)C)C1=NN=NC=C1